(R)-2-((1-(2-cyano-3-(6-(4-cyanotetrahydro-2H-pyran-4-yl)-5-fluoropyridin-3-yl)-7-methylquinolin-5-yl)ethyl)amino)benzoic acid C(#N)C1=NC2=CC(=CC(=C2C=C1C=1C=NC(=C(C1)F)C1(CCOCC1)C#N)[C@@H](C)NC1=C(C(=O)O)C=CC=C1)C